C(C)[C@@]1(N(S(C2=C(N(C1)C13CC(C1)C3)C=C(C(=C2)OC)C2=CC=CC=C2)(=O)=O)C)CCCC ethyl-(R)-5-(bicyclo[1.1.1]pentan-1-yl)-3-butyl-8-methoxy-2-methyl-7-phenyl-2,3,4,5-tetrahydrobenzo[f][1,2,5]thiadiazepine 1,1-dioxide